CS(=O)(=O)N1C=C(C=C1)C(=O)NCC(=O)NC=1SC=C(N1)C=1C=C(C=CC1)C1=NN(C=C1)CC(=O)O 2-[3-[3-[2-[[2-[(1-methylsulfonylpyrrole-3-carbonyl)amino]acetyl]amino]thiazol-4-yl]phenyl]pyrazol-1-yl]acetic acid